N1CNC(=C1C(=O)O)C(=O)O 2,3-dihydro-1H-imidazole-4,5-dicarboxylic acid